C(C)OC1=C(C=CC(=C1)N)NC(C1=CC(=CC=C1)Cl)=O N-(2-ethoxy-4-aminophenyl)-3-chlorobenzamide